(S)-6-(4-(methoxycarbonyl)phenyl)-4-(2-methylthiophen-3-yl)-3,6-dihydropyridine-1(2H)-carboxylic acid COC(=O)C1=CC=C(C=C1)[C@@H]1C=C(CCN1C(=O)O)C1=C(SC=C1)C